4-pyridinesulfonyl fluoride N1=CC=C(C=C1)S(=O)(=O)F